behenamide stearate C(CCCCCCCCCCCCCCCCC)(=O)O.C(CCCCCCCCCCCCCCCCCCCCC)(=O)N